O=C1NC(CCC1N1C(C2=CC=CC(=C2C1=O)N1CCC(CC1)OC1=CC=C(C=C1)C(C)(C)C1=CC=C(OCC2=NC(=NC=C2)NS(=O)(=O)C)C=C1)=O)=O N-(4-((4-(2-(4-((1-(2-(2,6-dioxopiperidin-3-yl)-1,3-dioxoisoindolin-yl)piperidin-4-yl)oxy)phenyl)propan-2-yl)phenoxy)methyl)pyrimidin-2-yl)methanesulfonamide